FC1=C(C(=CC=C1)F)C1=N[C@H](C2=NN=C(N2C=2SC=3C(CCOCC3C12)O)C)C (7S)-9-(2,6-difluorophenyl)-3,7-dimethyl-13-oxa-18-thia-2,4,5,8-tetraazatetracyclo[8.8.0.02,6.011,17]octadeca-1(10),3,5,8,11(17)-pentaen-16-ol